C[C@H]1N(C[C@@H]1CS(=O)(=O)C)C=1C=CC=C2C=CN=CC12 8-((2R,3S)-2-methyl-3-(methylsulfonylmethyl)azetidin-1-yl)isoquinoline